[Ga]=S Gallium-Sulfid